4-(4-(difluoromethoxy)phenyl)-2-ethoxy-6-(4-oxo-4H-pyrido[1,2-a]pyrimidin-7-yl)thiazolo[4,5-b]pyridin-5(4H)-one FC(OC1=CC=C(C=C1)N1C2=C(C=C(C1=O)C=1C=CC=3N(C(C=CN3)=O)C1)SC(=N2)OCC)F